tert-butyl 4-(1-hydroxy-4-methoxy-4-oxobutyl)-5-methoxy-7-methyl-1H-indole-1-carboxylate OC(CCC(=O)OC)C1=C2C=CN(C2=C(C=C1OC)C)C(=O)OC(C)(C)C